4-oxo-1-((tetrahydro-2H-thiopyran-4-yl)methyl)-5-(p-tolyl)-1,4-dihydropyridazine-3-carboxylic acid O=C1C(=NN(C=C1C1=CC=C(C=C1)C)CC1CCSCC1)C(=O)O